N1N=NC=C1CS(=O)(=O)N1[C@@H](C[C@H](C1)F)C(=O)N[C@@H](C1=CC=CC=C1)C1=CC(=C(C(=C1)F)C(C)C)F (2S,4R)-1-(((1H-1,2,3-triazol-5-yl)methyl)sulfonyl)-N-((S)-(3,5-difluoro-4-isopropylphenyl)(phenyl)methyl)-4-fluoropyrrolidine-2-carboxamide